5-(bromomethyl)-6-chloro-2-methyl-1,3-benzoxazole BrCC=1C(=CC2=C(N=C(O2)C)C1)Cl